9-((3R,5S,6R)-5-amino-6-(2,5-difluorophenyl) tetrahydro-2H-pyran-3-yl)-4-(thiophen-2-yl)-7,8,9,10-tetrahydropyrido[4',3':3,4]pyrazolo[1,5-a]pyrimidine-2-carboxylate N[C@H]1C[C@H](CO[C@@H]1C1=C(C=CC(=C1)F)F)N1CC=2C(=NN3C2N=C(C=C3C=3SC=CC3)C(=O)[O-])CC1